[Pd+2].[Cl-].[Cl-].C1(=CC=CC=C1)P([C-]1C=CC=C1)C1=CC=CC=C1.[C-]1(C=CC=C1)P(C1=CC=CC=C1)C1=CC=CC=C1.[Fe+2] [1,1'-bis(diphenylphosphino)ferrocene] dichloride Palladium(II)